ClC(=O)C1CC(C1)C(=O)OCC1=CC=CC=C1 benzyl 3-(chlorocarbonyl)cyclobutane-1-carboxylate